ethyl 3-bromo-1H-pyrrolo[3,2-c]pyridine-2-carboxylate BrC1=C(NC2=C1C=NC=C2)C(=O)OCC